4-[5-(4-imidazol-1-ylcyclohexoxy)-3-(1,2,3-triaza-4-azanidacyclopenta-2,5-dien-5-yl)-1,6-naphthyridin-7-yl]morpholine N1(C=NC=C1)C1CCC(CC1)OC1=C2C=C(C=NC2=CC(=N1)N1CCOCC1)C=1[N-]N=NN1